P(=O)(OC[N+]1=C(C(=CC=C1)C1=CC(=NO1)CC1=CC=C(C=C1)CNCC1=CC=NN1)N)(O)[O-] (3-(3-(4-((((1H-pyrazol-5-yl)methyl)amino)methyl)benzyl)isoxazol-5-yl)-2-aminopyridin-1-ium-1-yl)methyl hydrogen phosphate